FC=1C=C(C=CC1N1CC2(CS(C2)=O)C1)N1C(O[C@H](C1)CNC(=O)C1CCC1)=O (S)-N-((3-(3-fluoro-4-(2-oxo-2-thia-6-azaspiro[3.3]hept-6-yl)phenyl)-2-oxooxazolidin-5-yl)methyl)cyclobutanecarboxamide